6-(3-isopropyl-5-(2-azaspiro[3.3]hept-6-yl)-1H-pyrrolo[3,2-b]pyridin-2-yl)-7,8-dimethyl-[1,2,4]triazolo[1,5-a]pyridine C(C)(C)C1=C(NC=2C1=NC(=CC2)C2CC1(CNC1)C2)C=2C(=C(C=1N(C2)N=CN1)C)C